1-[3-(cyclopentyloxy)-4-phenoxyphenyl]-3-methyl-1,3,5-triazinane-2,4,6-trione C1(CCCC1)OC=1C=C(C=CC1OC1=CC=CC=C1)N1C(N(C(NC1=O)=O)C)=O